C(C)C=1SC=C(N1)N=C=S Ethyl-4-isothiocyanatothiazol